N1(N=NC=C1)CCCCC1=CC=C(C=C1)O 4-[4-(1H-1,2,3-triazol-1-yl)butyl]phenol